[Na+].[Na+].O=C(C(=O)[O-])CCC(=O)[O-] Ketoglutaric acid, disodium salt